FC(C=1C(=CNC(C1)=O)C(=O)O)F 4-(difluoromethyl)-6-oxo-1,6-dihydropyridine-3-carboxylic acid